FC1=C(C=C(C(=C1)F)C1=NC=NC2=CC(=CC=C12)N1CCOCC1)C(C(=O)N)C1=NC=CN=C1OC 2-[2,4-Difluoro-5-(7-morpholin-4-yl-quinazolin-4-yl)-phenyl]-2-(3-methoxy-pyrazin-2-yl)acetamide